C1=CC=CC=2C3=CC=CC=C3C(C12)COC(=O)NC(C(=O)OC(C)(C)C)CC1=CC(=NC=C1)NC tert-Butyl 2-((((9H-fluoren-9-yl)methoxy) carbonyl)amino)-3-(2-(methylamino) pyridin-4-yl)propanoate